OCC1CCN(CC1)C=1C=CC(=NC1)C(=O)O 5-[4-(hydroxymethyl)piperidin-1-yl]pyridine-2-carboxylic acid